C(C)N(CC)[Hf] DiEthylAminoHafnium